[N+](=O)([O-])C=1C=NN(C1)C1CN(C1)C(=O)OC(C)(C)C tert-butyl 3-(4-nitro 1H-pyrazol-1-yl)azetidine-1-carboxylate